4-(7-bromo-6-chloro-8-fluoro-2-(((2R,7aS)-2-fluorotetrahydro-1H-pyrrolizin-7a(5H)-yl)methoxy)quinazolin-4-yl)-6-methyl-1,4-oxazepan-6-ol BrC1=C(C=C2C(=NC(=NC2=C1F)OC[C@]12CCCN2C[C@@H](C1)F)N1CCOCC(C1)(O)C)Cl